tert-butyl 4-[2-[5-[4-ethylsulfonyl-2-[6-methyl-7-oxo-1-(p-tolylsulfonyl)pyrrolo[2,3-c]pyridin-4-yl]phenoxy]-2-pyridyl]ethyl]piperidine-1-carboxylate C(C)S(=O)(=O)C1=CC(=C(OC=2C=CC(=NC2)CCC2CCN(CC2)C(=O)OC(C)(C)C)C=C1)C=1C2=C(C(N(C1)C)=O)N(C=C2)S(=O)(=O)C2=CC=C(C=C2)C